3-(2-methoxyphenoxy)propionic acid COC1=C(OCCC(=O)O)C=CC=C1